1-Methyl-piperidine-4-carboxylic acid [8-(6-methoxy-pyridin-2-yl)-2,3-dihydro-benzo[1,4]dioxin-2-ylmethyl]-amide COC1=CC=CC(=N1)C1=CC=CC2=C1OC(CO2)CNC(=O)C2CCN(CC2)C